C(CCCCCCC)(=O)NO CaprylHydroxamic Acid